C(C)(C)(C)OC(=O)N([C@@H]1CCC=2N(C3=CC=CC=C3C2C1)C(=O)OC(C)(C)C)C1=NC(=NC=2N1N=CC2)SC tert-Butyl (3R)-3-[tert-butoxycarbonyl-(2-methylsulfanylpyrazolo[1,5-a][1,3,5]triazin-4-yl)amino]-1,2,3,4-tetrahydrocarbazole-9-carboxylate